tert-butyl 3-(2-(3-(((S)-2-((S)-2-acetamido-4-(tert-butoxy)-4-oxobutanamido)-4-phenylbutanamido)methyl)-4-fluorophenoxy)ethyl)piperidine-1-carboxylate C(C)(=O)N[C@H](C(=O)N[C@H](C(=O)NCC=1C=C(OCCC2CN(CCC2)C(=O)OC(C)(C)C)C=CC1F)CCC1=CC=CC=C1)CC(=O)OC(C)(C)C